2-(3-allyl-1-methyl-1H-indol-2-yl)acetic acid cinnamate C(C=CC1=CC=CC=C1)(=O)O.C(C=C)C1=C(N(C2=CC=CC=C12)C)CC(=O)O